N-[[3-(acetoxy)-4-methoxy-2-pyridinyl]carbonyl]-L-alanine (1S)-2,2-bis(4-fluorophenyl)-1-methylethyl ester FC1=CC=C(C=C1)C([C@H](C)OC([C@@H](NC(=O)C1=NC=CC(=C1OC(C)=O)OC)C)=O)C1=CC=C(C=C1)F